C(C)(C)C1=NC(=NO1)C=1C=C2CC[C@@H](C2=CC1)C(=O)NC1=CC(=NC=C1)C (S)-5-(5-isopropyl-1,2,4-oxadiazol-3-yl)-N-(2-methylpyridin-4-yl)-2,3-dihydro-1H-indene-1-carboxamide